7-(trifluoromethyl)quinolin-2-amine FC(C1=CC=C2C=CC(=NC2=C1)N)(F)F